(E)-Pentafluoro(4-(4-methoxystyryl)phenyl)-λ6-sulfane FS(C1=CC=C(C=C1)\C=C\C1=CC=C(C=C1)OC)(F)(F)(F)F